2-(aminomethyl)-4-bromo-N-methyl-aniline NCC1=C(NC)C=CC(=C1)Br